4-[2-({1H,2H,3H,5H,9bH-benzo[a]pyrrolizin-9b-yl}methoxy)-8-fluoro-4-(1,4-oxazepan-4-yl)quinazolin-7-yl]-5-ethynyl-6-fluoronaphthalen-2-ol C1CCN2CC3=C(C12COC1=NC2=C(C(=CC=C2C(=N1)N1CCOCCC1)C1=CC(=CC2=CC=C(C(=C12)C#C)F)O)F)C=CC=C3